C1(CC1)N1C=C(C2=CC=CC=C12)C=1C2=C(N=CN1)C(OC2)=O 4-(1-cyclopropyl-1H-indol-3-yl)furo[3,4-d]pyrimidin-7(5H)-one